N1=CC=NC2=CC(=CC=C12)NC(C(CC)N1C(C=C(C(=C1)OC)C1=C(C=CC(=C1)Cl)N1N=NC(=C1)C(F)F)=O)=O N-(quinoxalin-6-yl)-2-[4-{5-chloro-2-[4-(difluoromethyl)-1H-1,2,3-triazol-1-yl]phenyl}-5-methoxy-2-oxopyridin-1(2H)-yl]butanamide